FC=1C(=NC=C(C1)F)CNC(=O)C1=CN=C(S1)N1CCC(CC1)N1CC(CCC1)CCOC N-[(3,5-difluoropyridin-2-yl)methyl]-2-[3-(2-methoxyethyl)[1,4'-bipiperidin]-1'-yl]-1,3-thiazole-5-carboxamide